C(C)(C)C1=C(C(=O)N2CCC(CC2)C2=CC=C(C#N)C=C2)C=C(C(=C1)C)C1=NN=C(N1)COC 4-(1-(2-isopropyl-5-(5-(methoxymethyl)-4H-1,2,4-triazol-3-yl)-4-methylbenzoyl)piperidin-4-yl)benzonitrile